C(C(C)(C)C)(=O)OOC(C)(C)C tert-butyl peroxypivaloate